6-((2-(1-(cyclopropylsulfonyl)-1H-pyrazol-4-yl)pyrimidin-4-yl)amino)-4-(isopropylamino)-N-((1-methylpiperidin-4-yl)methyl)nicotinamide C1(CC1)S(=O)(=O)N1N=CC(=C1)C1=NC=CC(=N1)NC1=NC=C(C(=O)NCC2CCN(CC2)C)C(=C1)NC(C)C